CC(CC=CC(C)=O)C 6-methyl-5-trans-3-hepten-2-one